1-(2-aminoacetyl)-4-benzyl-6-methyl-piperazine-2-carboxylic acid methyl ester hydrochloride Cl.COC(=O)C1N(C(CN(C1)CC1=CC=CC=C1)C)C(CN)=O